N-(3-((2S,4S)-2,4-dimethylpiperidine-1-carbonyl)-4,5,6,7-tetrahydrobenzo[b]thiophen-2-yl)nicotinamide C[C@@H]1N(CC[C@@H](C1)C)C(=O)C=1C2=C(SC1NC(C1=CN=CC=C1)=O)CCCC2